[N-]1C=NC=C1 Imidazolid